FC(C(=O)O)(F)F.CC1(CC[C@@H](CN1)N)C (S)-(6,6-dimethylpiperidin-3-yl)amine trifluoroacetate